ClC1=C(C=CC=C1C1=C(C(=NC=C1)C1=CC(=C(C=C1)CN(C1CCOCC1)C)OC)Cl)C1=CC=C(C(=N1)OC)CNC1CCN(CC1)C(C)=O 1-(4-(((6-(2-chloro-3-(3-chloro-2-(3-methoxy-4-((methyl(tetrahydro-2H-pyran-4-yl)amino)methyl)phenyl)pyridin-4-yl)phenyl)-2-methoxypyridin-3-yl)methyl)amino)piperidin-1-yl)ethan-1-one